C(C)(C)NC(CN1C2CN(CC1CC2)C2=CC(=C1C(=N2)C(=CS1)C(=O)NC)C(F)(F)F)=O 5-(8-(2-(isopropylamino)-2-oxoethyl)-3,8-diazabicyclo[3.2.1]oct-3-yl)-N-methyl-7-(trifluoromethyl)thieno[3,2-b]pyridine-3-carboxamide